5-((5-Azaspiro[2.4]heptan-5-yl)methyl)-2-(2'-(4-methyl-4H-1,2,4-triazol-3-yl)-[1,1'-biphenyl]-3-yl)-7-(trifluoromethyl)-1H-benzo[d]imidazole C1CC12CN(CC2)CC2=CC1=C(NC(=N1)C=1C=C(C=CC1)C1=C(C=CC=C1)C1=NN=CN1C)C(=C2)C(F)(F)F